2-amino-5-cyclopropyl-N,N-dimethylpyridine-3-sulfonamide hydrochloride Cl.NC1=NC=C(C=C1S(=O)(=O)N(C)C)C1CC1